3-{[2-(4-bromophenyl)imidazo[1,2-a]pyrimidin-3-yl]methyl}-3,8-diazabicyclo[3.2.1]octane-8-carboxylic acid tert-butyl ester C(C)(C)(C)OC(=O)N1C2CN(CC1CC2)CC2=C(N=C1N2C=CC=N1)C1=CC=C(C=C1)Br